CC1(N(C2=CC=CC=C2CC1)C(=O)OC(C)(C)C)C1=CC=CC=C1 Tert-butyl 2-methyl-2-phenyl-3,4-dihydroquinoline-1(2H)-carboxylate